2-{[(1S)-1-{4-[(4-Acryloylpiperazin-1-yl)methyl]-3-fluorophenyl}ethyl]amino}-8-(propan-2-yl)pyrido[2,3-d]pyrimidin-7(8H)-on C(C=C)(=O)N1CCN(CC1)CC1=C(C=C(C=C1)[C@H](C)NC=1N=CC2=C(N1)N(C(C=C2)=O)C(C)C)F